potassium [(tert-butoxycarbonylamino)methyl]trifluoroborate C(C)(C)(C)OC(=O)NC[B-](F)(F)F.[K+]